O=C1N(CC2=CC(=CC=C12)C1=C(C=NS1)C1=CC=CC=C1)C1C(NC(CC1)=O)=O 3-(1-Oxo-5-(4-phenylisothiazol-5-yl)isoindolin-2-yl)piperidine-2,6-dione